OC12C(=NC3=CN=CC=C3C1=O)N(CC2)C2=CC=C(C=C2)NS(=O)(=O)C(F)(F)F N-(4-{3a-hydroxy-4-oxo-1H,2H,3H,3aH,4H-pyrrolo[2,3-b]1,7-naphthyridin-1-yl}phenyl)-1,1,1-trifluoromethanesulfonamide